C[C@H]1CNC=2C=C3C=CN(C3=NC2O1)COCC[Si](C)(C)C |o1:1| (12S or R)-12-methyl-4-[[2-(trimethylsilyl)ethoxy]methyl]-13-oxa-2,4,10-triazatricyclo[7.4.0.0^[3,7]]trideca-1(9),2,5,7-tetraene